tri-tert-butyl 2,2',2''-(10-(2-((2-(4-hydroxybenzamido)ethyl)amino)-2-oxoethyl)-1,4,7,10-tetraazacyclododecane-1,4,7-triyl)triacetate OC1=CC=C(C(=O)NCCNC(CN2CCN(CCN(CCN(CC2)CC(=O)OC(C)(C)C)CC(=O)OC(C)(C)C)CC(=O)OC(C)(C)C)=O)C=C1